4-bromo-5-(((2S)-1-((2-oxo-1-(1-(5-(trifluoromethyl)pyrazin-2-yl)piperidin-4-yl)pyrrolidin-3-yl)oxy)propan-2-yl)amino)pyridazin-3(2H)-one BrC=1C(NN=CC1N[C@H](COC1C(N(CC1)C1CCN(CC1)C1=NC=C(N=C1)C(F)(F)F)=O)C)=O